ClC=1C=C(C=CC1C(=O)N1CCN(CC1)C)C=1C=CC=2N(N1)C(=CN2)C2=CC=C(C#N)C=C2 4-(6-(3-chloro-4-(4-methylpiperazine-1-carbonyl)phenyl)imidazo[1,2-b]pyridazin-3-yl)benzonitrile